2-(4-methylpiperazin-1-yl)-5-nitro-3-hydroxypyridine CN1CCN(CC1)C1=NC=C(C=C1O)[N+](=O)[O-]